bis[4-(2-hydroxy-2-methylpropanoyl)phenyl]methane OC(C(=O)C1=CC=C(C=C1)CC1=CC=C(C=C1)C(C(C)(O)C)=O)(C)C